N-({2-chloro-5-[2-oxo-2-(4-{[1,2,4]triazolo[4,3-b]pyridazin-6-yl}piperazin-1-yl)ethyl]phenyl}methyl)-2-methylpropanamide ClC1=C(C=C(C=C1)CC(N1CCN(CC1)C=1C=CC=2N(N1)C=NN2)=O)CNC(C(C)C)=O